1-[3-amino-7-(2-fluoro-6-methyl-phenyl)-5-isoquinolyl]piperidin-4-ol NC=1N=CC2=CC(=CC(=C2C1)N1CCC(CC1)O)C1=C(C=CC=C1C)F